3-(5-chloro-3-methylpyrazin-2-yl)-5,6-dihydro-8H-[1,2,4]triazolo[3,4-c][1,4]oxazine ClC=1N=C(C(=NC1)C1=NN=C2COCCN21)C